N-[4-chloro-2-[[(1S)-3-(methylamino)-1-[[(3S,5R)-5-methyl-2-oxo-pyrrolidin-3-yl]methyl]-2,3-dioxo-propyl]carbamoyl]phenyl]-4-(trifluoromethyl)pyrimidine-2-carboxamide ClC1=CC(=C(C=C1)NC(=O)C1=NC=CC(=N1)C(F)(F)F)C(N[C@H](C(C(=O)NC)=O)C[C@H]1C(N[C@@H](C1)C)=O)=O